ClC1=CN=C2N1C=CC(=C2)S(=O)(=O)N[C@@H](C(F)(F)F)C2=CC=C(C=C2)C(F)(F)F (R)-3-chloro-N-(2,2,2-trifluoro-1-(4-(trifluoromethyl)phenyl)ethyl)imidazo[1,2-a]pyridine-7-sulfonamide